2-(3-azabicyclo[3.1.1]heptan-6-yl)acetic acid ethyl ester C(C)OC(CC1C2CNCC1C2)=O